[NH4+].ClC1=CC(=C(CSC2=NN(C=C2)C2CCN(CC2)CC2=NC3=C(N2C[C@H]2OCC2)C=C(C=C3)C(=O)[O-])C=C1)F (S)-2-((4-(3-((4-chloro-2-fluorobenzyl)thio)-1H-pyrazol-1-yl)piperidin-1-yl)methyl)-1-(oxetan-2-ylmethyl)-1H-benzo[d]imidazole-6-carboxylic acid, ammonium salt